C1(CCCCC1)COC1=C(C=C(CN2CC(C2)C(=O)O)C=C1)C 1-(4-(cyclohexylmethoxy)-3-methylbenzyl)azetidine-3-carboxylic acid